(2S)-ethyl 2-(((((2R,3S,4R,5R)-5-(4-aminopyrrolo[2,1-f][1,2,4]triazin-7-yl)-5-cyano-3,4-dihydroxytetrahydrofuran-2-yl)methoxy)(phenoxy)phosphoryl)amino)propanoate NC1=NC=NN2C1=CC=C2[C@]2([C@@H]([C@@H]([C@H](O2)COP(=O)(OC2=CC=CC=C2)N[C@H](C(=O)OCC)C)O)O)C#N